NC=1C(=NC(=NC1C(NC1=CC=CC2=CC=CC(=C12)C)=O)OC[C@H]1N(CCC1)C)N1C[C@@H](N(CC1)C(=O)OCC1=CC=CC=C1)CC#N benzyl (S)-4-(5-amino-6-((8-methylnaphthalen-1-yl)carbamoyl)-2-(((S)-1-methylpyrrolidin-2-yl)methoxy)pyrimidin-4-yl)-2-(cyanomethyl)piperazine-1-carboxylate